tert-butyl 2-(1-(tert-butoxycarbonyl) piperidin-4-yl)-6-isopropyl-4H-pyrrolo[3,2-d]thiazole-4-carboxylate C(C)(C)(C)OC(=O)N1CCC(CC1)C=1SC2=C(N1)C(=CN2C(=O)OC(C)(C)C)C(C)C